4'-fluoro-1'-(methylsulfonyl)spiro[cyclobutane-1,3'-indoline] FC1=C2C3(CN(C2=CC=C1)S(=O)(=O)C)CCC3